NC(CCCCN1[C@@H](CCC1=O)C(=O)O)C(=O)O 1-(5-amino-5-carboxypentyl)-5-oxoproline